N-octyl-naphthylamine C(CCCCCCC)NC1=CC=CC2=CC=CC=C12